C1(CCC1)C(=O)N1[C@H]([C@H](CC1)NC(=O)[C@H]1OCCC1)CC=1N=C(SC1)C1=CC(=CC=C1)F (2S)-N-[(2S,3S)-1-(cyclobutanecarbonyl)-2-{[2-(3-fluorophenyl)-1,3-thiazol-4-yl]methyl}pyrrolidin-3-yl]oxolane-2-carboxamide